N,N-dimethylacrylamide sodium p-styrenesulfonate C=CC1=CC=C(C=C1)S(=O)(=O)[O-].[Na+].CN(C(C=C)=O)C